di(2-methyl-4-methoxyaniline) chloride iron (II) [Fe+2].[Cl-].CC1=C(N)C=CC(=C1)OC.CC1=C(N)C=CC(=C1)OC.[Cl-]